Glycerol acrylate C(C=C)(=O)OCC(O)CO